oxetanyl-methanol Benzyl-{(2S,3R)-2-[(3-{[6-(aminomethyl)-3-methylpyridin-2-yl]oxy}-2-fluorophenyl)methyl]-4,4-difluoropyrrolidin-3-yl}carbamate C(C1=CC=CC=C1)N(C(=O)OCC1OCC1)[C@@H]1[C@@H](NCC1(F)F)CC1=C(C(=CC=C1)OC1=NC(=CC=C1C)CN)F